(4,4-difluoro-1-piperidinyl)(6-(2-methyl-2H-pyrazolo[3,4-b]pyridin-5-yl)-3-quinolinyl)methanone FC1(CCN(CC1)C(=O)C=1C=NC2=CC=C(C=C2C1)C1=CC=2C(N=C1)=NN(C2)C)F